3,4,10,11-tetramethoxy-5,6,6a,7,8,12b-hexahydrobenzo[a]phenanthridine COC1=C(C=2CNC3CCC4=C(C3C2C=C1)C=C(C(=C4)OC)OC)OC